COC=1C=C(CN2C(=NC3=NC=C(C=C32)C=3C2=C(C(NC3)=O)NC(=C2)C)C)C=CC1 4-(1-(3-methoxybenzyl)-2-methyl-1H-imidazo[4,5-b]pyridin-6-yl)-2-methyl-1,6-dihydro-7H-pyrrolo[2,3-c]pyridin-7-one